COC(=O)C1=CC=C2C(=C(C(NC2=C1)=O)F)C 3-fluoro-4-methyl-2-oxo-1,2-dihydroquinoline-7-carboxylic acid methyl ester